N-(5-((2-(5-azaspiro[2.4]heptan-5-yl)ethyl)carbamoyl)-2-fluorophenyl)-2-(1-methyl-1H-pyrazol-4-yl)-1H-pyrrolo[2,3-b]pyridine-5-carboxamide C1CC12CN(CC2)CCNC(=O)C=2C=CC(=C(C2)NC(=O)C=2C=C1C(=NC2)NC(=C1)C=1C=NN(C1)C)F